BrC=1C=CC2=C(C3=C(OC2)C=C(C=C3)O[C@@H](C(=O)N)CC3=CC=CC=C3)C1 (R)-2-[(9-bromo-6H-dibenzo[b,d]pyran-3-yl)oxy]-3-phenylpropionamide